C(C)OC=1C=C(C=CC1C=1NC(C2=C(N1)NN=N2)=O)C2=C(C=CC=C2)CC(=O)O 2-(3'-Ethoxy-4'-(7-oxo-6,7-dihydro-3H-[1,2,3]triazolo[4,5-d]pyrimidin-5-yl)-[1,1'-biphenyl]-2-yl)acetic acid